[Br-].C(CCCCCCCCCCCCCCCCCCC)[N+]1=CC=CC=C1 1-eicosyl-pyridinium bromide